Propyl-propane C(CC)CCC